ClC=1C=C(C=C(C1OCC#C)OCC#C)NC=NOC N-[3-chloro-4,5-bis(2-propynyloxy)-phenyl]-N'-methoxy-methanimidamide